N-(3-((3-(1H-pyrazol-4-yl)-1H-indazol-6-yl)amino)phenyl)benzamide N1N=CC(=C1)C1=NNC2=CC(=CC=C12)NC=1C=C(C=CC1)NC(C1=CC=CC=C1)=O